1-benzyl-N-(2,6-diisopropylphenyl)-1H-pyrrolo[2,3-b]pyridine-6-amine C(C1=CC=CC=C1)N1C=CC=2C1=NC(=CC2)NC2=C(C=CC=C2C(C)C)C(C)C